C(CCC)C1=C(C(=C(C(=N1)O)C(=O)N1CCC(CC1)C1=CC(=CC=C1)Cl)O)C1=C(C=CC=C1OC)OC 6-butyl-3-[4-(3-chlorophenyl)piperidine-1-carbonyl]-5-(2,6-dimethoxyphenyl)pyridine-2,4-diol